benzyl 2-bromohex-5-enoate BrC(C(=O)OCC1=CC=CC=C1)CCC=C